4-(5-chlorofuran-2-yl)-1,3-bis(2,4-difluorophenyl)-5-methyl-N-((4,5,6-trimethyl-morpholin-2-yl)methyl)-4,5-dihydro-1H-pyrazole-5-carboxamide ClC1=CC=C(O1)C1C(=NN(C1(C(=O)NCC1CN(C(C(O1)C)C)C)C)C1=C(C=C(C=C1)F)F)C1=C(C=C(C=C1)F)F